FC=1C=C(C=CC1OC1=C2C(=NC=C1)NN=C2N[C@@H](CO)C)NC(=O)C2(C(N(CCC2)C2=CC=C(C=C2)F)=O)C N-(3-fluoro-4-((3-(((R)-1-hydroxypropan-2-yl)amino)-1H-pyrazolo[3,4-b]pyridin-4-yl)oxy)phenyl)-1-(4-fluorophenyl)-3-methyl-2-oxopiperidine-3-carboxamide